CN1C(=NN=C1)SC(CC=C)C=1C=C(C=CC1)NC(=O)C1=NC2=CC=CC=C2C=C1 N-[3-[1-[(4-methyl-1,2,4-triazol-3-yl)sulfanyl]but-3-enyl]phenyl]quinoline-2-carboxamide